Ammonium [(1R)-2-(6-aminopurin-9-yl)-1-methyl-ethoxy]methyl-[3-(16,16,16-trifluorohexadec-14-ynoxy)propoxy]phosphinate NC1=C2N=CN(C2=NC=N1)C[C@H](OCP([O-])(=O)OCCCOCCCCCCCCCCCCCC#CC(F)(F)F)C.[NH4+]